(4aR,8aS)-6-(3-((4-(difluoromethoxy)benzyl)oxy)azetidine-1-carbonyl)hexahydro-2H-pyrido[4,3-b][1,4]oxazin-3(4H)-one FC(OC1=CC=C(COC2CN(C2)C(=O)N2C[C@@H]3[C@@H](OCC(N3)=O)CC2)C=C1)F